(1R,2R,4S,5R,6S)-N-(2-cyano-5-(trifluoromethyl)phenyl)-6-hydroxy-4-(2-methoxypyridin-4-yl)-8-oxatricyclo[3.2.1.02,4]octane-2-carboxamide C(#N)C1=C(C=C(C=C1)C(F)(F)F)NC(=O)[C@]12[C@H]3C[C@@H]([C@@H]([C@@]2(C1)C1=CC(=NC=C1)OC)O3)O